C(C1=CC=CC=C1)N1[C@H]2CN([C@@H]([C@@H](C1)CC2)C(=O)OC)C(=O)OC(C)(C)C 3-(tert-Butyl) 2-methyl (1R,2S,5R)-6-benzyl-3,6-diazabicyclo[3.2.2]nonane-2,3-dicarboxylate